7-((2S,5R)-2,5-diethyl-4-(1-(2-methylbenzo[d]thiazol-6-yl)ethyl)piperazin-1-yl)-4-methyl-2-(tetrahydro-2H-pyran-2-yl)-2,4-dihydro-5H-pyrazolo[4,3-d]pyrimidin-5-one C(C)[C@@H]1N(C[C@H](N(C1)C(C)C1=CC2=C(N=C(S2)C)C=C1)CC)C=1C=2C(N(C(N1)=O)C)=CN(N2)C2OCCCC2